FC(C(C(F)(F)F)OC1=CC2=C(CN(CCC2)C2=CC(=C(C(=C2)C)NC(CC(C)(C)C)=O)C)C=C1)(F)F N-(4-(7-((1,1,1,3,3,3-hexafluoroprop-2-yl)oxy)-1,3,4,5-tetrahydro-2H-Benzo[c]azepine-2-yl)-2,6-dimethylphenyl)-3,3-dimethylbutanamide